CN(C1=C(C=NC=C1)[C@@H]1CN(C2(CC2)C1)C(=O)[C@@H]1CC[C@H]2N1C([C@H](C[C@H]1[C@@H](C2)C1)NC(OC(C)(C)C)=O)=O)C tert-butyl ((3S,6S,7aS,8aR,9aR)-3-((R)-6-(4-(dimethylamino)pyridin-3-yl)-4-azaspiro[2.4]heptane-4-carbonyl)-5-oxodecahydro-1H-cyclopropa[d]pyrrolo[1,2-a]azocin-6-yl)carbamate